The molecule is a sialoheptaosylceramide consisting of a branched octasaccharide made up from one sialyl residue, three galactose residues, two N-acetylgalactosamine residues, one N-acetylglucosamine residue and a glucose residue at the reducing end attached to N-stearoylsphingosine via a beta-linkage. CCCCCCCCCCCCCCCCCC(=O)N[C@@H](CO[C@H]1[C@@H]([C@H]([C@@H]([C@H](O1)CO)O[C@H]2[C@@H]([C@H]([C@H]([C@H](O2)CO)O[C@H]3[C@@H]([C@H]([C@H]([C@H](O3)CO)O)O[C@H]4[C@@H]([C@H]([C@H]([C@H](O4)CO)O)O)O)NC(=O)C)O[C@H]5[C@@H]([C@H]([C@@H]([C@H](O5)CO)O)O[C@H]6[C@@H]([C@H]([C@H]([C@H](O6)CO)O[C@H]7[C@@H]([C@H]([C@H]([C@H](O7)CO)O)O)NC(=O)C)O[C@@]8(C[C@@H]([C@H]([C@@H](O8)[C@@H]([C@@H](CO)O)O)NC(=O)C)O)C(=O)O)O)NC(=O)C)O)O)O)[C@@H](/C=C/CCCCCCCCCCCCC)O